C1(CCC1)CN1CCN(CC1)C1=CC=C(C=C1)C1(NC=C(C(=N1)NC)C(F)(F)F)N 2-(4-(4-(cyclobutylmethyl)piperazin-1-yl)phenyl)-N4-methyl-5-(trifluoromethyl)pyrimidine-2,4-diamine